8-fluoro-6-(6-fluoro-4-methoxy-2-((cis-4-methoxycyclohexyl)amino)pyrrolo[2,1-f][1,2,4]triazin-5-yl)-N-methylimidazo[1,2-a]pyridine-3-carboxamide FC=1C=2N(C=C(C1)C=1C(=CN3N=C(N=C(C31)OC)N[C@@H]3CC[C@@H](CC3)OC)F)C(=CN2)C(=O)NC